Cl.C(C1=CC=CC=C1)NS(=O)(=O)C1=CC(=CC=C1)C1=NC2=C(C=CN=C2C=C1)N1CC(CC1)C1=CC=CC=C1 N-benzyl-3-(8-(3-phenylpyrrolidin-1-yl)-1,5-naphthyridin-2-yl)benzenesulfonamide hydrochloride